n-octylglutamic acid C(CCCCCCC)N[C@@H](CCC(=O)O)C(=O)O